3-(2,4-difluorophenoxy)-N-(5-((5-fluoro-pyridin-2-yl)oxy)thiazol-2-yl)cyclobutane-1-carboxamide FC1=C(OC2CC(C2)C(=O)NC=2SC(=CN2)OC2=NC=C(C=C2)F)C=CC(=C1)F